4-(3-Oxa-9-azaspiro[5.5]undecan-9-yl)pyrrolo[1,2-a]quinoxaline-7-carboxylic acid C1COCCC12CCN(CC2)C=2C=1N(C3=CC=C(C=C3N2)C(=O)O)C=CC1